C(#N)C1=CC=C(CNC(C2=CC=C(C=C2)C2=NN3C(N=CC(=C3)C(C3=C(C=CC(=C3)[N+](=O)[O-])O)=O)=C2)=O)C=C1 N-(4-cyanobenzyl)-4-(6-(2-hydroxy-5-nitrobenzoyl)pyrazolo[1,5-a]pyrimidin-2-yl)benzamide